(M)-5-amino-4-(3-hydroxy-2-methylphenyl)-1-methyl-3-(1H-1,2,3-triazol-4-yl)-1H-pyrrolo[2,3-b]pyridine-6-carboxamide NC=1C(=C2C(=NC1C(=O)N)N(C=C2C=2N=NNC2)C)C2=C(C(=CC=C2)O)C